C(C)N(C1=NC=2N(C3=CC=C(C(=C13)F)F)C=NN2)C2=CC(=CC(=C2)C#CC2(CC2)C)F N-ethyl-6,7-difluoro-N-[3-fluoro-5-[2-(1-methylcyclopropyl)ethynyl]phenyl]-[1,2,4]triazolo[4,3-a]quinazolin-5-amine